4,4-diphenyl-1,3-butadiene C1(=CC=CC=C1)C(=CC=C)C1=CC=CC=C1